C(C)(=O)NC1=NC=CC(=C1)C#CC1=NC=NC(=C1NC(C(F)(F)F)=O)OCC(F)F N-[4-[2-(2-acetamido-4-pyridyl)ethynyl]-6-(2,2-difluoroethoxy)pyrimidin-5-yl]-2,2,2-trifluoroacetamide